FC1=CC(=C(C(=C1)C)NC1=NN(C2=NC(=NC=C21)NC2=CC=C(C=C2)N2CCN(CC2)C)CCC(C)(C)OC)C N3-(4-fluoro-2,6-dimethyl-phenyl)-1-(3-methoxy-3-methyl-butyl)-N6-[4-(4-methyl-piperazin-1-yl)-phenyl]-1H-pyrazolo[3,4-d]pyrimidine-3,6-diamine